lithium 2-(6-(cyanomethyl)pyridazin-3-yl)-2-methylpropanoate C(#N)CC1=CC=C(N=N1)C(C(=O)[O-])(C)C.[Li+]